C1(=CC=C(C=C1)COC=1OC=C(N1)C(=O)O)C1=CC=CC=C1 2-([1,1'-biphenyl]-4-ylmethoxy)oxazole-4-carboxylic acid